[Oxydi(2,1-phenylene)]bis(diphenylphosphane) O(C1=C(C=CC=C1)P(C1=CC=CC=C1)C1=CC=CC=C1)C1=C(C=CC=C1)P(C1=CC=CC=C1)C1=CC=CC=C1